1-Cyclopentyl-3-(7-((3-(1-methyl-1H-pyrazol-4-yl)benzyl)amino)quinazolin-2-yl)urea C1(CCCC1)NC(=O)NC1=NC2=CC(=CC=C2C=N1)NCC1=CC(=CC=C1)C=1C=NN(C1)C